CC1=CC=C(C=C1)C1=C(C=CC=C1)C(C1=CC=C(C=C1)C)=O 4-methyl-2'-(4-methylbenzoyl)biphenyl